COC(=O)C=1C(N(C2=CC(=CC=C2C1N)C(F)(F)F)C1=CN=CC2=CC=CC=C12)=O 4-amino-1-(isoquinolin-4-yl)-2-oxo-7-(trifluoromethyl)-1,2-dihydroquinoline-3-carboxylic acid methyl ester